2-chloro-N-(1-(3,4-dichlorophenyl)-4,5-dihydro-1H-pyrazol-3-yl)-4-methylpyrimidine-5-carboxamide ClC1=NC=C(C(=N1)C)C(=O)NC1=NN(CC1)C1=CC(=C(C=C1)Cl)Cl